tert-butyl 4-(3-(2-amino-4-(4-(3-cyclohexyl-1-ethyl-2,4-dioxo-1,2,3,4-tetrahydropyrimidine-5-carboxamido)-2-fluorophenoxy)pyridin-3-yl)prop-2-ynyl)piperidine-1-carboxylate NC1=NC=CC(=C1C#CCC1CCN(CC1)C(=O)OC(C)(C)C)OC1=C(C=C(C=C1)NC(=O)C=1C(N(C(N(C1)CC)=O)C1CCCCC1)=O)F